pentoxy-Triethylene glycol acrylate C(C=C)(=O)O.C(CCCC)OC(COCCOCCO)O